[NH4+].ClC1=CC(=C(CSC2=CC=NN2C2CCN(CC2)CC2=NC3=C(N2C[C@H]2OCC2)C=C(C=C3)C(=O)[O-])C=C1)F (S)-2-((4-(5-((4-chloro-2-fluorobenzyl)thio)-1H-pyrazol-1-yl)piperidin-1-yl)methyl)-1-(oxetan-2-ylmethyl)-1H-benzo[d]imidazole-6-carboxylic acid, ammonium salt